(S)-9-(4-fluorobenzyl)-4-isopropyl-2-methyl-1-oxa-4,9-diazaspiro[5.5]undecan-3-one FC1=CC=C(CN2CCC3(CN(C([C@@H](O3)C)=O)C(C)C)CC2)C=C1